CC1=CC=C(C=C1)S(=O)(=O)OCC1CN(C1)C=1C=NC(=NC1)N1C[C@H](OCC1)CN1N=NC=2C1=NC=C(N2)C=2C=NN(C2)C (S)-(1-(2-(2-((5-(1-methyl-1H-pyrazol-4-yl)-1H-[1,2,3]triazolo[4,5-b]pyrazin-1-yl)methyl)morpholino)pyrimidin-5-yl)azetidin-3-yl)methyl 4-methylbenzenesulfonate